N=C(C1=NC=2N(C(=C1)N1CCOCC1)N=C(C2)C2=CC=NC=C2)NC(OC(C)(C)C)=O tert-butyl imino(7-morpholino-2-(pyridin-4-yl)pyrazolo[1,5-a]pyrimidin-5-yl)methylcarbamate